FC=1C=C(C2=C(N=NS2)C1C=1SC=C(C1)CCCCCC)C=1SC=C(C1)CCCCCC 5-fluoro-4,7-bis(4-hexylthiophene-2-yl)benzothiadiazole